ClC=1C=C2C(=C(NC2=CC1)C(=O)OCC(C)C)C=1N=NN(C1)CC1CCN(CC1)CCNS(=O)(=O)C1=CC=C(C=C1)C(F)(F)F Isobutyl 5-chloro-3-(1-((1-(2-((4-(trifluoromethyl)phenyl)sulfonamido)ethyl)piperidin-4-yl)methyl)-1H-1,2,3-triazol-4-yl)-1H-indol-2-carboxylat